(R)-N-(5-(5-cyclopropyl-1,2,4-oxadiazol-3-yl)-2,3-dihydro-1H-inden-1-yl)-1H-pyrazole-4-carboxamide C1(CC1)C1=NC(=NO1)C=1C=C2CC[C@H](C2=CC1)NC(=O)C=1C=NNC1